(3-fluorophenyl)-N-methyl-8-vinyl-[1,2,4]triazolo[4,3-a]quinazolin-5-amine FC=1C=C(C=CC1)C1=NN=C2N1C1=CC(=CC=C1C(=N2)NC)C=C